Cl.ClC1=CC(=C(CN2C[C@@H](CC2)CN)C=C1Cl)OCC1CC1 (S)-(1-(4,5-dichloro-2-(cyclopropylmethoxy)benzyl)pyrrolidin-3-yl)methanamine hydrochloride